(S)-1-(2-chloro-4-fluorophenyl)ethylamine hydrochloride Cl.ClC1=C(C=CC(=C1)F)[C@H](C)N